FC(C1=CC=C(C=C1)CCC(=O)O)F 3-(4-(difluoromethyl)phenyl)propanoic acid